2,4-dichloro-5-{[3-(2-fluoroethoxy)azetidin-1-yl]methyl}-pyrimidine ClC1=NC=C(C(=N1)Cl)CN1CC(C1)OCCF